O(O)C(=O)O hydroperoxyformic acid